2-bromo-1-(piperidin-1-yl)ethanone BrCC(=O)N1CCCCC1